1-ethyl-2-(5-(trifluoromethyl)pyridin-2-yl)-2,8-diazaspiro[4.5]decan-3-one hydrochloride Cl.C(C)C1N(C(CC12CCNCC2)=O)C2=NC=C(C=C2)C(F)(F)F